1-(4-fluorophenyl)-8-methoxy-9-(1-methyl-1H-pyrazol-3-yl)-5,6-dihydroimidazo[5,1-a]isoquinoline FC1=CC=C(C=C1)C=1N=CN2C1C1=CC(=C(C=C1CC2)OC)C2=NN(C=C2)C